FC1CCN(C1)C(=O)O 4-fluoropyrrolidine-1-carboxylic acid